n-propyl-chroman-3-carboxamide C(CC)C1OC2=CC=CC=C2CC1C(=O)N